O=C(O)/C=C/C1C=CC(O)=CC=1 coumaric ACID